C(C)(=O)N[C@H]1[C@@H](O[C@@H]([C@H]([C@@H]1O)O)CO)NC(C[C@H](N)C(=O)O)=O N(4)-(N-acetyl-beta-glucosaminyl)asparagine